(4-(5-aminoisoxazol-3-yl)piperidin-1-yl)(2-fluoro-4-(trifluoromethoxy)phenyl)methanone NC1=CC(=NO1)C1CCN(CC1)C(=O)C1=C(C=C(C=C1)OC(F)(F)F)F